4-(3-chlorophenyl)pyrazol ClC=1C=C(C=CC1)C=1C=NNC1